N1N=CC(=C1)C1=C(N=C2C(=N1)C=NC=C2)N2CC(N(CC2)CC2=C(C=C(C=C2)F)F)CO (4-(3-(1H-pyrazol-4-yl)pyrido[3,4-b]pyrazin-2-yl)-1-(2,4-difluorobenzyl)piperazin-2-yl)methanol